C(CCC)OCCNCCCN1CCCC1 N-(2-(n-butoxy)ethyl)-3-(pyrrolidinyl)propan-1-amine